COC=1C=CC=2N(C1)N=CC2C2CCN(CC2)C(CCOC2=CC=C(C=C2)C)=O 1-(4-(6-methoxypyrazolo[1,5-a]pyridin-3-yl)piperidin-1-yl)-3-(p-tolyloxy)propan-1-one